5-((1-(4-(trifluoromethoxy)phenyl)-1H-pyrrol-2-yl)methylene)thiazolidine-2,4-dione FC(OC1=CC=C(C=C1)N1C(=CC=C1)C=C1C(NC(S1)=O)=O)(F)F